C(C)(C)C=1C(=NNC1C=1C=C(C=2N(C1)N=CN2)OC)C2=NC=C(C=C2C)C2CCN(CC2)C 6-(4-isopropyl-3-(3-methyl-5-(1-methylpiperidin-4-yl)pyridin-2-yl)-1H-pyrazol-5-yl)-8-methoxy-[1,2,4]triazolo[1,5-a]pyridine